7-(4-methoxyphenyl-ethynyl)coumarin (-)-4-((3-((4-Methylphenyl)sulfonamido)benzofuran-2-yl)(phenyl)methyl)-1-phenyl-3-(m-tolyl)-1H-pyrazol-5-yl-acetate CC1=CC=C(C=C1)S(=O)(=O)NC1=C(OC2=C1C=CC=C2)C(C=2C(=NN(C2CC(=O)O)C2=CC=CC=C2)C=2C=C(C=CC2)C)C2=CC=CC=C2.COC2=CC=C(C=C2)C#CC2=CC=C1C=CC(OC1=C2)=O